C(C)(C)(C)OC(=O)N1C[C@H](O[C@@H](C1)CO)C1=CC(=NC(=C1)Cl)Br.CNC(=O)C1=NC=NC=C1 N-methylpyrimidine-4-carboxamide trans-tert-butyl-2-(2-bromo-6-chloropyridin-4-yl)-6-(hydroxymethyl)morpholine-4-carboxylate